C1(=CCCCC1)C=1N=C(SC1CC(C)C)NC1=C(C(=O)O)C=C(C=N1)C(F)(F)F 2-((4-(cyclohex-1-en-1-yl)-5-isobutylthiazol-2-yl)amino)-5-(trifluoromethyl)nicotinic acid